7-((1-((1,3-dimethyl-1H-pyrazol-4-yl)methyl)piperidin-4-yl)oxy)thieno[3,2-b]pyridine CN1N=C(C(=C1)CN1CCC(CC1)OC1=C2C(=NC=C1)C=CS2)C